2-(3,3-bis(tert-butoxycarbonyl)-5-phenyl-1,2,3,4-tetrahydronaphthalen-1-yl)acetic acid C(C)(C)(C)OC(=O)C1(CC(C2=CC=CC(=C2C1)C1=CC=CC=C1)CC(=O)O)C(=O)OC(C)(C)C